COC(C)(C)C=1C=C(C=CC1)C1=C2C(=NC=C1)C=C(O2)C=2C=NC(=CC2)S(=O)(=O)C 7-(3-(2-methoxypropan-2-yl)phenyl)-2-(6-(methylsulfonyl)pyridin-3-yl)furo[3,2-b]pyridine